(5S)-2-oxo-N-((6-(trifluoromethyl)pyridin-3-yl)(2-(trifluoromethyl)thiazol-4-yl)methyl)oxazolidine-5-carboxamide O=C1O[C@@H](CN1)C(=O)NC(C=1N=C(SC1)C(F)(F)F)C=1C=NC(=CC1)C(F)(F)F